FC1=C(C=C(C=C1)F)C=1C=C(C=2OCCNC2N1)NC1=CC=NC=C1 N-[6-(2,5-difluorophenyl)-2H,3H,4H-pyrido[3,2-b][1,4]oxazin-8-yl]pyridin-4-amine